1-(2-((2-(methoxycarbonyl)-4-methylthiophen-3-yl)amino)-2-oxoethyl)-3-phenylpyridin-1-ium bromide [Br-].COC(=O)C=1SC=C(C1NC(C[N+]1=CC(=CC=C1)C1=CC=CC=C1)=O)C